FCC12OCC(C1)(C2)C(=O)N(C)OC 4-(fluoromethyl)-N-methoxy-N-methyl-3-oxabicyclo[2.1.1]Hexane-1-carboxamide